(2E,4E,6E)-7-(1,1,2,2,3,3-hexamethyl-2,3-dihydro-1H-inden-5-yl)-3-methylocta-2,4,6-trienoic acid CC1(C(C(C2=CC(=CC=C12)/C(=C/C=C/C(=C/C(=O)O)/C)/C)(C)C)(C)C)C